C(C)C(C(=O)[O-])(CC)C ETHYLMETHYLBUTYRATE